(R)-3-butyl-1-(3,3-diphenylallyl)-1-(1-(4-methoxyphenyl)ethyl)urea C(CCC)NC(N([C@H](C)C1=CC=C(C=C1)OC)CC=C(C1=CC=CC=C1)C1=CC=CC=C1)=O